OC=1C=C(CN)C=C(C1O)O 3,4,5-trihydroxybenzylamine